7-(2-methyloxetan-3-yl)-2-(methylthio)-7H-pyrrolo[2,3-d]pyrimidine-6-carbonitrile CC1OCC1N1C(=CC2=C1N=C(N=C2)SC)C#N